fluoro-2-methylbenzyl bromide FC(C1=C(C=CC=C1)C)Br